4-chloro-3-(3-((methylsulfonyl)oxy)propoxy)-5-nitrobenzoic acid ethyl ester C(C)OC(C1=CC(=C(C(=C1)[N+](=O)[O-])Cl)OCCCOS(=O)(=O)C)=O